N-[4-(aminomethyl)-1-bicyclo[2.2.2]octyl]-8-chloro-1,7-naphthyridine NCC12CCC(CC1)(CC2)N2CC=CC1=CC=NC(=C21)Cl